[Br-].O=C1OC(C2=CC=CC=C12)[P+](C1=CC=CC=C1)(C1=CC=CC=C1)C1=CC=CC=C1 (3-oxo-1,3-dihydroisobenzofuran-1-yl)triphenylphosphonium bromide